C(CCCCCCCCCCCCCCCCC)C([NH+](C)C)CCCCCCCCCCCCCCCCCC distearyl-trimethylammonium